FC1=C(O[C@H](C)C2CN(C2)C(=O)N2C[C@@H]3[C@@H](OCC(N3)=O)CC2)C=CC(=C1)C(F)(F)F |o1:4| (4aR,8aS)-6-(3-((R or S)-1-(2-Fluoro-4-(trifluoromethyl)phenoxy)ethyl)azetidine-1-carbonyl)hexahydro-2H-pyrido[4,3-b][1,4]oxazin-3(4H)-one